ClC=1C=C2CCN(CC2=C(C1)[C@H]1N(CCC1)C(=O)[O-])C(=O)N1CC(OCC1)(C)C (S)-2-(6-chloro-2-(2,2-dimethylmorpholine-4-carbonyl)-1,2,3,4-tetrahydroisoquinoline-8-yl)pyrrolidine-1-carboxylate